BrC=1C(=CC(=C(O[C@@H]2C[C@H](C2)C(=O)NS(=O)(=O)C)C1)C=1OC2=C(C=CC=C2C(C1)=O)Cl)C Trans-3-[5-bromo-2-(8-chloro-4-oxo-chromen-2-yl)4-methyl-phenoxy]-N-methylsulfonyl-cyclobutanecarboxamide